5-(3-(2-nitro-1-phenylethyl)-1H-indol-2-yl)benzo[c][1,2]oxaborol-1(3H)-ol [N+](=O)([O-])CC(C1=CC=CC=C1)C1=C(NC2=CC=CC=C12)C1=CC2=C(B(OC2)O)C=C1